COC=1C=C(C=CC1)NC(=S)NC1=CC=C(C=C1)[N+](=O)[O-] (3-methoxyphenyl)-3-(4-nitrophenyl)thiourea